1-(tert-butyl) 2-ethyl 2,3-dihydro-1H-pyrrolo[3,2-b]pyridine-1,2-dicarboxylate N1(C(CC2=NC=CC=C21)C(=O)OCC)C(=O)OC(C)(C)C